N-(4-(4-amino-3-(4-(methoxymethoxy)phenyl)-7-oxo-6,7-dihydro-2H-pyrazolo[3,4-d]pyridazin-2-yl)phenyl)acrylamide NC=1C=2C(C(NN1)=O)=NN(C2C2=CC=C(C=C2)OCOC)C2=CC=C(C=C2)NC(C=C)=O